(chloromethyl)-2-isopropoxypyridine ClCC=1C(=NC=CC1)OC(C)C